1-amino-3-(9-methyl-1,3,4,9-tetrahydro-2H-beta-carbolin-2-yl)propan-2-ol NCC(CN1CC=2N(C3=CC=CC=C3C2CC1)C)O